C(C)(C)(C)OC(=O)OC[C@H]1O[C@@]([C@H]2[C@@H]1OC(O2)(C)C)(C#N)C2=CC=C1C(=NC=NN12)NC(OC(C)C)=O isopropyl (7-((3aR,4R,6R,6aR)-6-(((tert-butoxycarbonyl)oxy)methyl)-4-cyano-2,2-dimethyltetrahydrofuro[3,4-d][1,3]dioxol-4-yl)pyrrolo[2,1-f][1,2,4]triazin-4-yl)carbamate